C(C1=CC=CC=C1)P(OC)(OC1=C(C(=CC(=C1)CCCCC)OP(OC)(=O)CC1=CC=CC=C1)C1=C(C=CC(=C1)C)C(=C)C)=O dimethyl (5'-methyl-4-pentyl-2'-(prop-1-en-2-yl)-[1,1'-biphenyl]-2,6-diyl) bis(benzylphosphonate)